FC1=CC=C(C=C1)CCCC(=O)O 4-(4-fluorophenyl)butanoic acid